FC1=CC(=C(C=C1)C1=NC=C(C=N1)CCN)OC=1C=NN(C1)CC(C)C 2-[2-[4-fluoro-2-[1-(2-methylpropyl)pyrazol-4-yl]oxyphenyl]pyrimidin-5-yl]ethanamine